The molecule is a furopyridine that is furo[3,4-c]pyridin-3(1H)-one substituted by a hydroxy group at position 7 and a methoxy group at position 6. It is a metabolite of vitamin B6. It has a role as a human xenobiotic metabolite and a human urinary metabolite. It is a furopyridine, a lactone and a member of phenols. It derives from a 5-pyridoxic acid. CC1=NC=C2C(=C1O)COC2=O